4-(((5'-chloro-2'-((1-(3-((2,6-dioxopiperidin-3-yl)amino)benzyl)piperidin-4-yl)amino)-[2,4'-bipyridyl]-6-yl)amino)methyl)tetrahydro-2H-pyran-4-carbonitrile ClC=1C(=CC(=NC1)NC1CCN(CC1)CC1=CC(=CC=C1)NC1C(NC(CC1)=O)=O)C1=NC(=CC=C1)NCC1(CCOCC1)C#N